BrC1=C(C=C(C=C1)S(=O)(=O)Cl)C 4-bromo-3-methylbenzenesulfonyl chloride